OCCN(CCN(C)CCO)C N-hydroxyethyl-N-methyl-N'-hydroxyethyl-N'-methyl-ethylenediamine